C(C)(C)(C)OC(=O)N[C@H](C(=O)OCC(F)(F)F)CC1=CC=C(C=C1)C=1C(=NC=CC1)NC(=O)OC(C)(C)C 2,2,2-trifluoroethyl (S)-2-((tert-butoxycarbonyl)amino)-3-(4-(2-((tert-butoxycarbonyl)amino)pyridin-3-yl)phenyl)propanoate